tert-butyl (1r,5s)-3-[4-[(5-cyclopropyl-1H-pyrazol-3-yl) amino] pyrimidin-2-yl]-3,6-diazabicyclo[3.2.0]heptane-6-carboxylate C1(CC1)C1=CC(=NN1)NC1=NC(=NC=C1)N1C[C@@H]2CN([C@@H]2C1)C(=O)OC(C)(C)C